NC1=C(C(NC(=N1)N1CC(CC1)(C)CN)=O)SC1=C(C(=CC=C1)Cl)Cl 6-amino-2-(3-(aminomethyl)-3-methylpyrrolidin-1-yl)-5-((2,3-dichlorophenyl)thio)pyrimidin-4(3H)-one